methyl 7-chloro-2,4-dimethyl-2-(piperidin-4-yl)-2H-1,3-benzodioxole-5-carboxylate ClC1=CC(=C(C2=C1OC(O2)(C2CCNCC2)C)C)C(=O)OC